C1=CC=C(C=2SC3=C(C21)C=CC=C3)C=3C=C2CN(CC2=CC3)C(=O)NC3=CNC2=CC=CC=C32 5-(Dibenzo[b,d]thiophen-4-yl)-N-(1H-indol-3-yl)isoindoline-2-carboxamide